1-aminopropyl-tetrahydropyrimidin-2(1H)-one NC(CC)N1C(NCCC1)=O